1-(Isochinolin-4-yl)-N-(2-Methyl-6-(trifluoromethyl)pyridin-4-yl)-5-(trifluoromethyl)-1H-pyrazol-4-carboxamid C1=NC=C(C2=CC=CC=C12)N1N=CC(=C1C(F)(F)F)C(=O)NC1=CC(=NC(=C1)C(F)(F)F)C